ClC[C@H](C1=CN=C(S1)Cl)N (1S)-2-chloro-1-(2-chlorothiazol-5-yl)ethylamine